C(C)(C)(C)OC(NC1CC(C1)OC1=C(C=C(C=C1)F)[C@@H]1NC[C@H](C1)F)=O ((1S,3s)-3-(4-fluoro-2-((2R,4S)-4-fluoropyrrolidin-2-yl)phenoxy)cyclobutyl)carbamic acid tert-butyl ester